S(=O)(=O)(O)O.N=1C(CN=C2C=CC=CC12)=O quinoxalin-2(3H)-one sulfate